ClC=1C=C(C=CC1F)\N=C(/N)\SCC1=C(C=CC(=C1)Br)C(NCC1=CC=C(C=C1)Cl)=O 5-bromo-2-((4-chlorobenzyl)carbamoyl)benzyl (E)-N'-(3-chloro-4-fluorophenyl)carbamimidothioate